C(C)C1=NC(=NO1)C=1C=C(CO\N=C(/C)\C2=CC(=C(C=C2)O)O)C=CC1 (E)-1-(3,4-dihydroxyphenyl)ethan-1-one O-(3-(5-ethyl-1,2,4-oxadiazol-3-yl)benzyl) oxime